5-(2-aminoacetamido)-2-methyl-N-(quinolin-2-ylmethyl)benzamide NCC(=O)NC=1C=CC(=C(C(=O)NCC2=NC3=CC=CC=C3C=C2)C1)C